C1CCC2=C(C=3CCCC3C=C12)NC(=O)NS(=O)(=O)C=1C=CC(=C(C1)B(O)O)OC (5-(N-((1,2,3,5,6,7-hexahydro-s-indacen-4-yl)carbamoyl)sulfamoyl)-2-methoxyphenyl)boronic acid